N1=NC=C(C=C1)NNC(C1=C(C=C(C=C1)/C(=C/C(C(F)(F)F)C1=CC(=C(C(=C1)Cl)Cl)Cl)/F)C(F)(F)F)=O (Z)-N'-(pyridazin-4-yl)-4-(1,4,4,4-tetrafluoro-3-(3,4,5-trichlorophenyl)but-1-en-1-yl)-2-(trifluoromethyl)benzoyl-hydrazine